CN(C)C1=NC=C2NC=NC2=N1 (Dimethylamino)purine